n-Butoxymagnesium chlorid C(CCC)O[Mg]Cl